2-(butyryloxy)-1H-benzo[de]isoquinoline-1,3(2H)-dione C(CCC)(=O)ON1C(C2=CC=CC=3C2=C(C1=O)C=CC3)=O